C(CC=CCC)OC(CCCCC)=O cis-caproic acid-3-hexenyl ester